[K+].FC(C1=NC=CC=C1[S-])(F)F 2-(trifluoromethyl)pyridine-3-thiolate potassium